methyl 1-methyl-1H-imidazole-4-carboxylate CN1C=NC(=C1)C(=O)OC